ethylanthraquinone borate B(O)(O)O.C(C)C1=CC=CC=2C(C3=CC=CC=C3C(C12)=O)=O